C(C)C=1C(NC=2C=C(C=NC2C1)C(N1CCC(=CC1)C=1C=NC(=CC1)C(=O)NC)[2H])=O 1'-((7-ethyl-6-oxo-5,6-dihydro-1,5-naphthyridin-3-yl)methyl-d)-N-methyl-1',2',3',6'-tetrahydro-[3,4'-bipyridine]-6-carboxamide